COC1=CC=C2C(C(N(C2=C1)C1C2=C(N(O1)C)C=CC=C2)=O)=O 6-methoxy-1-(1-methyl-1,3-dihydrobenzo[c]isoxazol-3-yl)indoline-2,3-dione